(1R,4s)-4-(8-(2,4-dichloro-6-fluorophenylamino)-2-((1S,3S)-3-hydroxycyclopentylamino)-9H-purin-9-yl)-1-methylcyclohexanecarboxamide ClC1=C(C(=CC(=C1)Cl)F)NC=1N(C2=NC(=NC=C2N1)N[C@@H]1C[C@H](CC1)O)C1CCC(CC1)(C(=O)N)C